cobalt-copper-vanadium [V].[Cu].[Co]